tert-decyl mercaptan CCCCCCCCCCS